1-{4-[cyclopropyl-(methylazanylidene)(oxo)-λ6-sulfanyl]-2-fluoro-3-methylphenyl}-2,3-dihydro-1H-imidazol-2-one TFA salt OC(=O)C(F)(F)F.C1(CC1)S(C1=C(C(=C(C=C1)N1C(NC=C1)=O)F)C)(=O)=NC